OC([C@H](NC)C(=O)O)CCCN beta-hydroxy-methyl-L-lysine